C1(=CC(=CC=C1)NC(N)=O)C 3-(m-tolyl)urea